COC(=O)C=1N(C(C(=C(C1)OC)C(=C)C)=O)C.C(C1=CC=CC=C1)NC(=O)[C@@H]1C[C@@H](CCC1)C(F)(F)F |r| racemic-cis-N-benzyl-3-(trifluoromethyl)cyclohexane-1-carboxamide methyl-4-methoxy-1-methyl-6-oxo-5-(prop-1-en-2-yl)-1,6-dihydropyridine-2-carboxylate